1-(4-(((tert-butoxycarbonyl)amino)methyl)phenyl)-3-oxo-5,8,11-trioxa-2-azatridecan C(C)(C)(C)OC(=O)NCC1=CC=C(C=C1)CNC(COCCOCCOCC)=O